N-(1-(2-(2,6-dioxopiperidin-3-yl)-1,3-dioxoisoindolin-5-yl)azetidin-3-yl)propenamide O=C1NC(CCC1N1C(C2=CC=C(C=C2C1=O)N1CC(C1)NC(C=C)=O)=O)=O